O1C(CCCC1)N1N=CC=C1C=1C=NN2C1N=C(C=C2C2=CC=NN2C2OCCCC2)N2[C@@H](COCC2)C (3R)-4-(3,7-bis(1-(tetrahydro-2H-pyran-2-yl)-1H-pyrazol-5-yl)pyrazolo[1,5-a]pyrimidin-5-yl)-3-methylmorpholine